(5-[(CYCLOHEXYLMETHOXY)METHYL]-2-FLUOROPHENYL)BORANEDIOL C1(CCCCC1)COCC=1C=CC(=C(C1)B(O)O)F